4-methyl-2-(methylsulfinyl)-4H-thiazolo[5',4':4,5]pyrrolo[2,3-d]pyridazin-5(6H)-one CN1C2=C(C3=C1C(NN=C3)=O)SC(=N2)S(=O)C